CN(C)C1=C(C=CC=C1)C1=CC=CC=C1 dimethylamino-1,1'-biphenyl